1-(3-chloro-1,2,4-thiadiazol-5-yl)-6-fluoro-7-{3-[(5-methoxypyridin-2-yl)carbamoyl]azetidin-1-yl}-4-oxo-1,4-dihydro-1,8-naphthyridine-3-carboxylic acid ClC1=NSC(=N1)N1C=C(C(C2=CC(=C(N=C12)N1CC(C1)C(NC1=NC=C(C=C1)OC)=O)F)=O)C(=O)O